ClC=1C=C2C(=C(C(NC2=CC1)=O)C(\C=C\C=1OC=CC1)=O)C1=CC=CC=C1 6-chloro-3-[(E)-3-(2-furyl)prop-2-enoyl]-4-phenyl-1H-quinolin-2-one